COC(=O)C1CCN(CC1)C(=O)C1CN(C(C1)=O)CC1=C(C=C(C=C1)OC)OC 1-[1-[(2,4-dimethoxyphenyl)methyl]-5-oxo-pyrrolidine-3-carbonyl]piperidine-4-carboxylic acid methyl ester